[Sn](Br)(Br)(Br)Br.C(CCC)N N-butylamine tin bromide salt